Cl.O[C@]1(C([C@](CCC1)(C1=CC=C(C=C1)C(F)(F)F)NC)=O)C (2R,6S)-2-hydroxy-2-methyl-6-methylamino-6-(4-(trifluoromethyl)phenyl)cyclohexane-1-one hydrochloride